CCCCCCCCCCCCC(=O)OC[C@H](COP(=O)(O)OC[C@H](CO)O)OC(=O)CCCCC/C=C\C/C=C\C/C=C\C/C=C\CCCCC 1-tridecanoyl-2-(7Z,10Z,13Z,16Z-docosatetraenoyl)-glycero-3-phospho-(1'-sn-glycerol)